NCCNCCC[Si](OC)(OC)OC (3-(aminoethylamino)propyl)-trimethoxysilane